(2,3-dichlorophenyl)methylamine ClC1=C(C=CC=C1Cl)CN